t-butyl peroxy-3,5,5-trimethylhexanoate CC(CC(=O)OOOC(C)(C)C)CC(C)(C)C